4-bromo-6-chloro-1-(tetrahydro-2H-pyran-2-yl)-1H-indazol-5-amine BrC1=C2C=NN(C2=CC(=C1N)Cl)C1OCCCC1